(4-ethylanilino)butyric acid C(C)C1=CC=C(NC(C(=O)O)CC)C=C1